(S)-2-(5-Fluoropyridin-2-yl)-6-(methyl-d3)-3-(1H-pyrazolo[3,4-b]pyridin-4-yl)-6-(trifluoromethyl)-6,7-dihydro-4H-pyrazolo[5,1-c][1,4]oxazine FC=1C=CC(=NC1)C1=NN2C(CO[C@@](C2)(C(F)(F)F)C([2H])([2H])[2H])=C1C1=C2C(=NC=C1)NN=C2